C(#C)C=1C=C(C=CC1)NC1=NC=NC2=CC(=C(C=C12)OCCCN1CCOCC1)OC (3-Ethynyl-phenyl)-[7-methoxy-6-(3-morpholin-4-yl-propoxy)-quinazolin-4-yl]-amine